COC1=NN(C=C1C(=O)OCC)CC1=CC=C(C=C1)OC ethyl 3-methoxy-1-(4-methoxybenzyl)-1H-pyrazole-4-carboxylate